(7-fluorochroman-4-ylidene)-4-toluenesulfonyl-hydrazine FC1=CC=C2C(CCOC2=C1)=NNS(=O)(=O)C1=CC=C(C)C=C1